2-chloro-5-(N-(4-fluorophenyl)sulfamoyl)-N-(3-nitrophenyl)benzamide ClC1=C(C(=O)NC2=CC(=CC=C2)[N+](=O)[O-])C=C(C=C1)S(NC1=CC=C(C=C1)F)(=O)=O